Tetradec-12-yn-1-ylglycine C(CCCCCCCCCCC#CC)NCC(=O)O